C1(=CC=CC=C1)NC(NN)=S 4-phenylthiosemicarbazide